C(#N)C(NC(=O)[C@@H]1[C@H]2C([C@H]2CN1C([C@H](C(C)(C)C)NC(C(F)(F)F)=O)=O)(C)C)C1=CC2=C(NCCO2)C=C1 (1R,2S,5S)-N-[cyano(3,4-dihydro-2H-1,4-benzoxazin-7-yl)methyl]-3-[(2S)-3,3-dimethyl-2-[(2,2,2-trifluoroacetyl)amino]butanoyl]-6,6-dimethyl-3-azabicyclo[3.1.0]hexane-2-carboxamide